N[C@H](C(=O)NCC1=C(C=CC=C1)C(F)(F)F)CC1=CC=C(C=C1)O (2S)-2-amino-N-[2-(trifluoromethyl)benzyl]-3-[4-(hydroxy)phenyl]propanamide